C(C)OC(C(C)(C)C1=CN(C2=CC(=CC=C12)F)C(=O)OC(C)(C)C)=O tert-butyl 3-(1-ethoxy-2-methyl-1-oxopropan-2-yl)-6-fluoro-1H-indole-1-carboxylate